1-Pentyl-3-Methylpyrrolium methansulfonat CS(=O)(=O)[O-].C(CCCC)[NH+]1C=C(C=C1)C